CC1(O[C@@H](C1)C=1C=C2C=C(NC2=CC1)C(=O)O)C 5-[(4S)-2,2-dimethyloxetan-4-yl]-1H-indole-2-carboxylic acid